3-((t-butoxycarbonyl)amino)cyclobutane-1-carboxylic acid C(C)(C)(C)OC(=O)NC1CC(C1)C(=O)O